NC=1C=CC(=C(C1)S(=O)(=O)NCCCCNC(OC(C)(C)C)=O)C tert-butyl N-[4-[(5-amino-2-methyl-phenyl)sulfonylamino]butyl]carbamate